4-bromo-7-chloro-1-oxoisoindoline-2-carboxylic acid tert-butyl ester C(C)(C)(C)OC(=O)N1C(C2=C(C=CC(=C2C1)Br)Cl)=O